tert-butyl (R)-7-methyl-2,6-diazaspiro[3.4]octane-2-carboxylate C[C@H]1NCC2(CN(C2)C(=O)OC(C)(C)C)C1